(2S,4r)-1-[(2S)-2-(4-cyclopropyl-triazol-1-yl)-3,3-dimethyl-butyryl]-4-hydroxy-N-(5,6,7,8-tetrahydro-4H-cyclohepta[d]isoxazol-3-ylmethyl)pyrrolidine-2-carboxamide C1(CC1)C=1N=NN(C1)[C@H](C(=O)N1[C@@H](C[C@H](C1)O)C(=O)NCC1=NOC2=C1CCCCC2)C(C)(C)C